C(C)(C)(C)OC(=O)N1CC2(CN(C2)C2=NC(=NC(=C2)C(F)(F)F)C)CC1.ClC1=CC(=NC=C1)C(OC)OC 4-chloro-2-(dimethoxymethyl)pyridine tert-butyl-2-(2-methyl-6-(trifluoromethyl)pyrimidin-4-yl)-2,6-diazaspiro[3.4]octane-6-carboxylate